3-(4,6-difluoro-5-(1-(2-(2-methoxyethoxy)ethyl)piperidin-4-yl)-1-oxoisoindolin-2-yl)piperidine-2,6-dione FC1=C2CN(C(C2=CC(=C1C1CCN(CC1)CCOCCOC)F)=O)C1C(NC(CC1)=O)=O